N-(4-(6-amino-5-(2-(methylamino)-ethoxy)pyrimidin-4-yl)-2-methylbenzyl)-5-(tert-butyl)1,2,4-oxadiazole-3-carboxamide NC1=C(C(=NC=N1)C1=CC(=C(CNC(=O)C2=NOC(=N2)C(C)(C)C)C=C1)C)OCCNC